NC([C@H](C[C@H]1C(NCC1)=O)NC(=O)C1N(CC2(CCC2)C1)C(=O)C=1NC2=CC=C(C(=C2C1)Cl)OC)=O N-[(1S)-2-amino-2-oxo-1-[[(3S)-2-oxopyrrolidin-3-yl]methyl]ethyl]-6-(4-chloro-5-methoxy-1H-indole-2-carbonyl)-6-azaspiro[3.4]octane-7-carboxamide